S=C1NC(C=2NC=NC2N1)=O 2-thioxo-1,2,3,7-tetrahydro-6H-purin-6-one